N1=CC(=CC=C1)C1=C2CCN(C2=CC=C1)C(=O)[C@H]1N(CCC1)C#N (S)-2-(4-(pyridin-3-yl)indoline-1-carbonyl)pyrrolidine-1-carbonitrile